(2-cyclopropyl-5-iodothiazol-4-yl)carbamic acid tert-butyl ester C(C)(C)(C)OC(NC=1N=C(SC1I)C1CC1)=O